1-(4-((4-((3'-(dimethylamino)-2',4'-difluoro-4-methoxy-[1,1'-biphenyl]-3-yl)amino)-7-methoxyquinazolin-6-yl)oxy)piperidin-1-yl)prop-2-en-1-one CN(C=1C(=C(C=CC1F)C1=CC(=C(C=C1)OC)NC1=NC=NC2=CC(=C(C=C12)OC1CCN(CC1)C(C=C)=O)OC)F)C